ClC=1C(N(N=CC1NC[C@@H]1COCCC1)[C@H]1CC(N(CC1)[C@@H](C)C1=CC=CC=C1)=O)=O 4-chloro-2-((R)-2-oxo-1-((S)-1-phenylethyl)piperidin-4-yl)-5-((((R)-tetrahydro-2H-pyran-3-yl)methyl)amino)pyridazin-3(2H)-one